C(CCC)OC(CCCO[Hf](OCC)OCC)OCCCC di-n-butoxyButoxydiethoxyhafnium